CN1C(=NC(=C1)C1=C2CNC(C2=C(C=C1)NC1=NC=C(C=C1)N1CCNCC1)=O)C1=CC=CC=C1 4-(1-methyl-2-phenyl-1H-imidazol-4-yl)-7-((5-(piperazin-1-yl)pyridin-2-yl)amino)isoindolin-1-one